C(C)(C)(C)OC(=O)N[C@H]([C@@H](C)OCC=1C=C2C=CC=C(C2=CC1)CCC(=O)O)CCC(N)=O 3-[6-([[(2R,3S)-3-[(tert-butoxycarbonyl)amino]-5-carbamoylpentan-2-yl]oxy]methyl)naphthalen-1-yl]propanoic acid